(7-Cyclopropylbenzo[d]isoxazol-3-yl)-4-fluorobenzamide C1(CC1)C1=CC=CC=2C(=NOC21)C2=C(C(=O)N)C=CC(=C2)F